C(C)(=O)OC=1C=CC=C2NC=C(CC(N(C([2H])([2H])[2H])C([2H])([2H])[2H])([2H])[2H])C12 4-acetoxy-α,α-dideutero-N,N-di(trideuteromethyl)tryptamine